1-isobutoxy-propylene C(C(C)C)OC=CC